4-(6-((4-(cyclopropylmethyl)piperazin-1-yl)methyl)-2-(5-fluoro-1H-indol-4-yl)thieno[3,2-d]pyrimidin-4-yl)morpholine C1(CC1)CN1CCN(CC1)CC1=CC=2N=C(N=C(C2S1)N1CCOCC1)C1=C2C=CNC2=CC=C1F